4-((5-((cyclopropylmethyl)carbamoyl)naphthalen-2-yl)oxy)-7-methoxyquinoline-6-carboxamide C1(CC1)CNC(=O)C1=C2C=CC(=CC2=CC=C1)OC1=CC=NC2=CC(=C(C=C12)C(=O)N)OC